C(O)(OCCOCCOCCOCCOCCOCCOCCOCCOCCOCCOCCOCCOCCOCCOCCOCCOC(O)=O)=O 3,6,9,12,15,18,21,24,27,30,33,36,39,42,45-pentadecaoxaheptatetracontane-1,47-diyl bis(hydrogen carbonate)